α-methyl-L-leucine C[C@](N)(CC(C)C)C(=O)O